ClC1=C(C=C(C=C1)F)C1NC(C2=C3C=CN=CC3=CC(=C21)NC(C2=CC(=CC(=C2)F)C(F)(F)F)=O)=O N-[3-(2-chloro-5-fluorophenyl)-1-oxo-2,3-dihydro-1H-pyrrolo[3,4-f]isoquinolin-4-yl]-5-fluoro-3-(trifluoromethyl)benzamide